O=C1NCC(N1)CC(=O)O 2-Oxo-4-imidazolidineacetic acid